CC=1C(=C(N(C(=N)N)C)C=CC1)C Trimethyl-anilineformamidine